F[Sb-](F)(F)(F)(F)F.COC1=CC=C(C[N+](C2=CC=CC=C2)(C)C)C=C1 N-(p-Methoxybenzyl)-N,N-dimethylanilinium hexafluoroantimonat